(2S,3S,4R,5R)-5-(6-((5-bromopyridin-2-yl)methylamino)-2-(5-chloropyridin-3-yl)-9H-purin-9-yl)-3,4-dihydroxyl-N-(methyl-d3)-tetrahydrofuran-2-formamide BrC=1C=CC(=NC1)CNC1=C2N=CN(C2=NC(=N1)C=1C=NC=C(C1)Cl)[C@H]1[C@@H]([C@@H]([C@H](O1)C(=O)NC([2H])([2H])[2H])O)O